C(#N)N1C2CCC(C1)[C@H]2NC(=O)C=2SC(=CN2)C2=C(C=CC=C2)NC2=CC=CC=C2 N-((7R)-2-Cyano-2-azabicyclo[2.2.1]heptan-7-yl)-5-(2-(phenylamino)phenyl)thiazol-2-carboxamid